NC/C(/COC1=CC=C(C=C1)S(=O)(=O)C[C@@H](CN1C(CCCC1)=O)C)=C\F (R,E)-1-(3-((4-((2-(aminomethyl)-3-fluoroallyl)oxy)phenyl)sulfonyl)-2-methylpropyl)piperidin-2-one